(R)-2,6-Difluoro-3-(1-methyl-6-(4-(methylsulfonyl)-2-propylpiperazin-1-yl)-1H-pyrazolo[3,4-d]pyrimidin-3-yl)-5-(trifluoromethyl)phenol FC1=C(C(=C(C=C1C1=NN(C2=NC(=NC=C21)N2[C@@H](CN(CC2)S(=O)(=O)C)CCC)C)C(F)(F)F)F)O